2,6-Dimethylthioaniline CSC1=C(N)C(=CC=C1)SC